FC1=CC=CC(=N1)NC1=NC=C(C(=O)NOC)C(=C1)NC1=C(C=C(C=C1)C(F)(F)F)N(S(=O)(=O)C)C 6-((6-fluoropyridin-2-yl)amino)-N-methoxy-4-((2-(N-methyl-methanesulfonamido)-4-(trifluoromethyl)phenyl)amino)nicotinamide